2-methylthiophene-3-carboxamido-spiro[3.3]Heptane-2-carboxylic acid methyl ester COC(=O)C1C(C2(C1)CCC2)NC(=O)C2=C(SC=C2)C